6-(3-cyclopropylphenoxy)-N-[2-(2,4-dichlorophenyl)ethyl]-[1,2,4]triazolo[1,5-a]pyrimidine-7-carboxamide C1(CC1)C=1C=C(OC=2C=NC=3N(C2C(=O)NCCC2=C(C=C(C=C2)Cl)Cl)N=CN3)C=CC1